CN1C(C(=C(C=C1C)[O-])NC(N[C@@H](CC(=O)[O-])C=1C=C(C(=CC1)OC)C1=CC(=CC=C1)OC(F)(F)F)=O)=O.[Na+].[Na+] Natrium (S)-3-(3-(1,6-Dimethyl-4-oxido-2-oxo-1,2-dihydropyridin-3-yl)ureido)-3-(6-methoxy-3'-(trifluoromethoxy)biphenyl-3-yl)propanoat